N-(3-(4-fluorophenyl)-7-(trifluoromethyl)pyrazolo[1,5-a]pyridin-2-yl)-3-hydroxy-3-methylbutanamide FC1=CC=C(C=C1)C=1C(=NN2C1C=CC=C2C(F)(F)F)NC(CC(C)(C)O)=O